C(=O)C1=CC(=C(OC(C(=O)O)(C)C)C(=C1)C)C (4-formyl-2,6-dimethylphenoxy)-2-methylpropanoic acid